C(C)(C)(C)OC(=O)N1[C@@](C[C@](C1)(O)CO[Si](C)(C)C(C)(C)C)(C(=O)O)CC1=CC=CC=C1 2-benzyl-(2S,4R)-4-(tert-butyl-dimethylsilyloxymethyl)-4-hydroxy-pyrrolidine-1,2-dicarboxylic acid 1-tert-butyl ester